O[C@H](CO)C1=C2C(=NC=C1)N(N=C2C2CN(C2)C(C(=C)F)=O)C2=CC=C(C=C2)S(F)(F)(F)(F)F (S)-1-(3-(4-(1,2-dihydroxyethyl)-1-(4-(pentafluoro-λ6-sulfaneyl)phenyl)-1H-pyrazolo[3,4-b]pyridin-3-yl)azetidin-1-yl)-2-fluoroprop-2-en-1-one